ClC1=C2C(=NC=C1I)N(C=C2)COCC[Si](C)(C)C 4-Chloro-5-iodo-1-((2-(trimethylsilyl)ethoxy)methyl)-1H-pyrrolo[2,3-b]pyridine